FC1=C(C(=CC=C1)F)C1=NC(=CC2=C1C(=NO2)N2C(N1[C@H](CC2)C([C@@H](C1)NS(=O)(=O)CC)(F)F)=O)C N-{(4aR,6R)-2-[4-(2,6-difluorophenyl)-6-methyl[1,2]oxazolo[4,5-c]pyridin-3-yl]-5,5-difluoro-1-oxooctahydropyrrolo[1,2-c]pyrimidin-6-yl}ethanesulfonamide